COC=1C=CC=2C(C3=CC=C(C=C3C2C1)OC)(C)C 3,6-dimethoxy-9,9-dimethyl-9H-fluorene